3-(cinnamyl-thio)-N,N-dimethyl-1H-1,2,4-triazole-1-sulfonamide C(C=CC1=CC=CC=C1)SC1=NN(C=N1)S(=O)(=O)N(C)C